ClC1=C(C(=CC=C1F)Cl)C(C)OC=1C(=NC=C(C1)C1=C(C=C(C=C1)OC)OC)N 3-[1-(2,6-dichloro-3-fluoro-phenyl)-ethoxy]-5-(2,4-dimethoxy-phenyl)-pyridin-2-ylamine